C(C)(C)(C)OC(=O)NC1CC(C1)[C@@H]1N(C[C@H](CC1)C)C(C(=O)NC=1C=C(C(=NC1)NC(OC(C)(C)C)=O)C)=O tert-butyl N-[5-[[2-[(2R,5S)-2-[3-(tert-butoxycarbonylamino)cyclobutyl]-5-methyl-1-piperidyl]-2-oxo-acetyl]amino]-3-methyl-2-pyridyl]carbamate